tert-butyl-(1S,3S)-3-hydroxy-3-hydroxycyclohexylamine C(C)(C)(C)N[C@@H]1CC(CCC1)(O)O